8-(1,1':4',1''-terphenyl-3-yl-2,4,5,6,2',3',5',6',2'',3'',4'',5'',6'-d13)-4-[3-(dibenzothiophen-4-yl)phenyl]-[1]benzofuro[3,2-d]pyrimidine C=1(C(=C(C(=C(C1[2H])[2H])[2H])C=1C=CC2=C(C1)C=1N=CN=C(C1O2)C2=CC(=CC=C2)C2=CC=CC1=C2SC2=C1C=CC=C2)[2H])C2=C(C(=C(C(C2([2H])[2H])[2H])C2=C(C(=C(C(=C2)[2H])[2H])[2H])[2H])[2H])[2H]